S1C(=CC=C1)CC(=O)NC1C2SCC=C(N2C1)C(=O)O 7-[(2-thienylacetyl)amino]-5-thia-1-azabicyclo[4.2.0]oct-2-ene-2-carboxylic acid